(±)-6-{(cis-5-(4-methoxyphenyl)azepan-4-yl)methoxy}-2,3-dihydro-1H-isoindol-1-one COC1=CC=C(C=C1)[C@@H]1[C@@H](CCNCC1)COC1=CC=C2CNC(C2=C1)=O |r|